ClC=1C(=CC(=C(C1)S(=NC(C1=CC(=CC(=C1)C(F)(F)F)C(F)(F)F)=O)(=O)C)C)N=CN(C)CC N-((5-chloro-4-(((ethyl(methyl)amino)methylene)amino)-2-methylphenyl)(methyl)(oxo)-λ6-sulfaneylidene)-3,5-bis(trifluoromethyl)benzamide